1-(5-((4-(5,6-dimethylthieno[2,3-d]pyrimidin-4-yl)-3,6-dihydropyridin-1(2H)-yl)methyl)-1-oxoisoindolin-2-yl)dihydropyrimidine-2,4(1H,3H)-dione CC1=C(SC=2N=CN=C(C21)C=2CCN(CC2)CC=2C=C1CN(C(C1=CC2)=O)N2C(NC(CC2)=O)=O)C